C(C1=CC=CC=C1)N1C(C=C(C=C1C)C1=C(C(=O)N(C)C)C=CC(=C1)F)=O 2-(1-benzyl-6-methyl-2-oxo-1,2-dihydropyridin-4-yl)-4-fluoro-N,N-dimethylbenzamide